ethyl (5S)-3-bromo-6-[(tert-butyldiphenylsilyl)oxy]-5-methyl-2-oxohexanoate BrC(C(C(=O)OCC)=O)C[C@@H](CO[Si](C1=CC=CC=C1)(C1=CC=CC=C1)C(C)(C)C)C